C(C)(C)(C)OC(C)=O tert.-Butylacetat